(R)-6-Chloro-5-fluoro-1'-(4-((S or R)-1-(2-(trifluoromethyl)pyridin-4-yl)propyl)-1H-imidazole-2-carbonyl)spiro[benzo[d][1,3]oxazine-4,3'-piperidin]-2(1H)-one ClC1=C(C2=C(NC(O[C@@]23CN(CCC3)C(=O)C=3NC=C(N3)[C@@H](CC)C3=CC(=NC=C3)C(F)(F)F)=O)C=C1)F |o1:21|